trans-1-nonenylboric acid C(=C\CCCCCCC)/OB(O)O